CC1=CN(C2=NC=CC=C21)C(C(=O)O)C 2-(3-methylpyrrolo[2,3-b]pyridin-1-yl)propanoic acid